N-(1'-(2-(1,1-difluoroethyl)pyrimidin-4-yl)-1',2'-dihydrospiro[cyclopropane-1,3'-pyrrolo[3,2-c]pyridin]-6'-yl)-3-methoxypropanamide FC(C)(F)C1=NC=CC(=N1)N1CC2(C=3C=NC(=CC31)NC(CCOC)=O)CC2